3-[3-[[ethyl(methyl)sulfamoyl]amino]-2,6-difluoro-benzoyl]-1H-pyrrolo[2,3-b]pyridin C(C)N(S(=O)(=O)NC=1C(=C(C(=O)C2=CNC3=NC=CC=C32)C(=CC1)F)F)C